ClC=1C=CC=C2C=CC=C(C12)C1=C(C=2N=C(N=C(C2C=N1)N1C[C@@H](N(CC1)C(/C(=C/C=1SC=CN1)/F)=O)CC#N)OC[C@H]1N(CCC1)C)F 2-((S)-4-(7-(8-chloronaphthalen-1-yl)-8-fluoro-2-(((S)-1-methylpyrrolidin-2-yl)methoxy)pyrido[4,3-d]pyrimidin-4-yl)-1-((Z)-2-fluoro-3-(thiazol-2-yl)acryloyl)piperazin-2-yl)acetonitrile